(R)-1-(4-chlorobenzyl)-3-(4-(1-(2-oxopiperidin-1-yl)ethyl)phenyl)urea ClC1=CC=C(CNC(=O)NC2=CC=C(C=C2)[C@@H](C)N2C(CCCC2)=O)C=C1